tert-butyl N-(cis-3-hydroxycyclobutyl)carbamate O[C@H]1C[C@H](C1)NC(OC(C)(C)C)=O